FC1=NC(=CC=C1C=1SC=2C(NCCC2N1)=O)N1C[C@H](CC1)O (S)-2-(2-fluoro-6-(3-hydroxypyrrolidin-1-yl)pyridin-3-yl)-6,7-dihydrothiazolo[5,4-c]pyridin-4(5H)-one